BrC1=CC=C(C(=O)C2=C(SC(=C2C)C)NC(CNC(OC(C)(C)C)=O)=O)C=C1 tert-Butyl (2-{[3-(4-bromo benzoyl)-4,5-dimethylthiophen-2-yl]amino}-2-oxoethyl)carbamate